5-methyl-2-furfuraldehyde CC1=CC=C(O1)C=O